OC1=C(C(=O)OC[C@@H](CO)O)C=CC=C1 (R)-2,3-dihydroxypropyl 2-hydroxybenzoate